C(C)(C)(C)OC(=O)N(C1C(C1)C1=CC=C(C=C1)C=1C=NN(C1)C)CC1CN(C1)C(/C=C/C1=CC=C(C(=O)OC)C=C1)=O Methyl (E)-4-(3-(3-(((tert-butoxycarbonyl)(2-(4-(1-methyl-1H-pyrazol-4-yl)phenyl)cyclopropyl)amino)methyl)azetidin-1-yl)-3-oxoprop-1-en-1-yl)benzoate